FC(C=1C=C(C=C(C1)[N+](=O)[O-])[C@@H](C)N)F (R)-1-(3-(difluoromethyl)-5-nitrophenyl)ethylamine